2,6-di-t-butyl-4-phenylmethylene-2,5-cyclohexadien-1-one C(C)(C)(C)C=1C(C(=CC(C1)=CC1=CC=CC=C1)C(C)(C)C)=O